4-bromo-2-(6-azaspiro[2.5]octan-6-yl)aniline BrC1=CC(=C(N)C=C1)N1CCC2(CC2)CC1